O-Aminolevulinic acid CC(=O)CCC(=O)ON